2-sulfobenzaldehyde sodium salt [Na+].S(=O)(=O)([O-])C1=C(C=O)C=CC=C1